C(C1=CC=CC=C1)OC1=NC(=CC=C1C1=NN(C2=C(C=CC=C12)N1[C@H](CN(CC1)C(=O)OC(C)(C)C)C)C)OCC1=CC=CC=C1 tert-butyl (S)-4-(3-(2,6-bis(benzyloxy) pyridin-3-yl)-1-methyl-1H-indazol-7-yl)-3-methylpiperazine-1-carboxylate